C(C)N1C2=CC=C(C=C2C=2C=C(C=CC12)C(=NOC(C)=O)C1=C(C=C(C=C1)OC(C)COC)C)[N+](=O)[O-] acetic acid (9-ethyl-6-nitrocarbazol-3-yl)-[2-methyl-4-(3-methoxypropan-2-yloxy) phenyl]-methyleneamino ester